FC1(CCN(CC1)C=1N=C(C=C2C1OC=C2)C=2OC(=NN2)C2=C(C=C(C=C2)S(=O)(=O)C(C)C)N2CCC1(CC1)CC2)F 7-(4,4-difluoropiperidin-1-yl)-5-(5-(4-(isopropylsulfonyl)-2-(6-azaspiro[2.5]octan-6-yl)phenyl)-1,3,4-oxadiazol-2-yl)furo[2,3-c]pyridine